N-(4-((6-(1,1-difluoroethyl)-4-methoxypyridin-2-yl)amino)-5-(1-methyl-1H-pyrazol-3-yl)pyridin-2-yl)acetamide FC(C)(F)C1=CC(=CC(=N1)NC1=CC(=NC=C1C1=NN(C=C1)C)NC(C)=O)OC